2H-pyrazolo[4',3':5,6]pyrido[4,3-d]pyrimidin-2-one N=1C(N=CC=2C1C=1C(=NC2)N=NC1)=O